Cl.FC=1C(=CC=2C[C@H]3O[C@H](CN[C@H]3C2C1)C)C(F)(F)F (2S,4aS,9aR)-6-fluoro-2-methyl-7-(trifluoromethyl)-2,3,4,4a,9,9a-hexahydroindeno[2,1-b][1,4]oxazine hydrogen chloride